CS(=O)(=O)N1CCCC1 1-Methylsulfonylpyrrolidin